S1C2=C(C(=C1)CC(=O)N1CCN(CC1)C1=C(C=CC=C1)/C=C/C(=O)NO)C=CC=C2 (E)-3-(2-(4-(2-(benzo[b]thiophen-3-yl)acetyl)piperazin-1-yl)phenyl)-N-hydroxyacrylamide